ClC=1C=CC(=NC1)C(=O)NC(=O)NNC1=C(C=C(C=C1)F)F 5-chloro-N-{[2-(2,4-difluorophenyl)hydrazino]carbonyl}pyridine-2-carboxamide